CC1=NC=C(C=C1N)[N+](=O)[O-] 2-methyl-5-nitropyridin-3-amine